ClC1=CC2=C(C=N1)C(=NN2C2=NC(=CC(=C2)OCC2CS(C2)(=O)=O)[C@@]2(COCC2)OC)C (S)-3-(((2-(6-Chloro-3-methyl-1H-pyrazolo[4,3-c]pyridin-1-yl)-6-(3-methoxytetrahydrofuran-3-yl)pyridin-4-yl)oxy)methyl)thietane 1,1-dioxide